2-(3-fluorophenyl)-4-(3-pyrrolylamino)-thieno[2,3-d]pyridazine-7-carboxylic acid amide FC=1C=C(C=CC1)C1=CC=2C(=C(N=NC2NC2=CNC=C2)C(=O)N)S1